(3S)-4-{[3-fluoro-4-(trifluoromethoxy)phenyl]Methyl}-3-(2-hydroxyethyl)piperazine-1-carboxylic acid tert-butyl ester C(C)(C)(C)OC(=O)N1C[C@@H](N(CC1)CC1=CC(=C(C=C1)OC(F)(F)F)F)CCO